CCCCCCCCCCCCCCCCCC(=O)N[C@@H](CO[C@H]1[C@@H]([C@H]([C@@H]([C@H](O1)CO)O[C@H]2[C@@H]([C@H]([C@H]([C@H](O2)CO)O[C@H]3[C@@H]([C@H]([C@H]([C@H](O3)CO)O)O)NC(=O)C)O[C@@]4(C[C@@H]([C@H]([C@@H](O4)[C@@H]([C@@H](CO)O)O)NC(=O)C)O)C(=O)[O-])O)O)O)[C@@H](/C=C/CCCCCCCCCCCCC)O The molecule is an anionic ganglioside obtained by deprotonation of the neuraminosyl carboxy group of ganglioside GM2 (18:0); major species at pH 7.3. It is an anionic ganglioside and a beta-D-GalNAc-(1->4)-[alpha-Neu5Ac-(2->3)]-beta-D-Gal-(1->4)-beta-D-Glc-(1<->1')-Cer(1-). It is a conjugate base of a ganglioside GM2 (18:0).